2-bromo-1-(2-methylpyridin-4-yl)ethan-1-one acetate C(C)(=O)O.BrCC(=O)C1=CC(=NC=C1)C